COCCN1C=C(C=CC1=O)NC(C1=C(C=C(C=C1)NS(=O)(=O)C)N1CCC2(CC2)CC1)=O N-(1-(2-methoxyethyl)-6-oxo-1,6-dihydropyridin-3-yl)-4-(methylsulfonamido)-2-(6-azaspiro[2.5]octan-6-yl)benzamide